NC1=NC=CC2=C1N(C(N2[C@@H]2CNC[C@@H](C2)O[Si](C)(C)C(C)(C)C)=O)C2=CC=C(C=C2)OC2=CC=CC=C2 4-amino-1-((3s,5r)-5-((tert-butyldimethylsilyl)oxy)piperidin-3-yl)-3-(4-phenoxyphenyl)-1,3-dihydro-2H-imidazo[4,5-C]pyridin-2-one